IC=1C=CC(=NC1)N1CC2COCC(C1)N2C2COC2 7-(5-iodopyridin-2-yl)-9-(oxetan-3-yl)-3-oxa-7,9-diazabicyclo[3.3.1]nonane